5-[1-(iodomethyl)cyclopropoxy]-1-tetrahydropyran-2-yl-indazole ICC1(CC1)OC=1C=C2C=NN(C2=CC1)C1OCCCC1